BrC=1C=C(C=CC1)C1CN([CH-]C2=C(C=C(C=C12)C)Cl)C 4-(3-bromophenyl)-8-chloro-2,6-dimethyl-1,2,3,4-tetrahydroisoquinolineid